ClC1=CC2=C(N=C(N=C2)NC2=C(C=C(C=C2)N2C(CNCC2)=O)C)N(C1=O)C1CCCC1 6-chloro-8-cyclopentyl-2-[2-methyl-4-(2-oxopiperazin-1-yl)anilino]pyrido[2,3-d]pyrimidin-7-one